FC1=C(C(=C(C=C1OC)OC)F)C1=CC2=C(N=C(N=C2)N[C@@H]2COCC[C@@H]2NC(C=C)=O)C(=N1)N1CC(C1)OC N-((3S,4S)-3-((6-(2,6-difluoro-3,5-dimethoxyphenyl)-8-(3-methoxyazetidin-1-yl)pyrido[3,4-d]pyrimidin-2-yl)amino)tetrahydro-2H-pyran-4-yl)acrylamide